CON(C(CCCC(=O)OCCCCC(CCCCCCCCCC)CCCCCCCCCC)=O)C 5-decylpentadecyl 5-(methoxy (methyl) amino)-5-oxopentanoate